6-chloro-3-isopropyl-N-(6-methoxypyridin-3-yl)-[1,2,4]triazolo[4,3-b]pyridazin-8-amine ClC=1C=C(C=2N(N1)C(=NN2)C(C)C)NC=2C=NC(=CC2)OC